spiro[cyclopentane-1,1'-isoindolin]-3'-one C12(NC(C3=CC=CC=C13)=O)CCCC2